C(C1=CC=CC=C1)(=O)NCC(C(=O)OC)C(C)O methyl 2-benzoylaminomethyl-3-hydroxybutyrate